N-(4-chloro-2-fluorophenyl)-6-methyl-4-[(1-methylcyclopropyl)amino]furo[2,3-d]pyrimidine-5-carboxamide ClC1=CC(=C(C=C1)NC(=O)C1=C(OC=2N=CN=C(C21)NC2(CC2)C)C)F